7-Bromo-2-(4'-fluoro-2'-(4-methyl-4H-1,2,4-triazol-3-yl)-[1,1'-biphenyl]-3-yl)benzo[d]oxazole-5-carbaldehyde BrC1=CC(=CC=2N=C(OC21)C=2C=C(C=CC2)C2=C(C=C(C=C2)F)C2=NN=CN2C)C=O